6,7-dimethoxy-3,4-dihydroisoquinoline hydrochloride salt Cl.COC=1C=C2CCN=CC2=CC1OC